3,4-methylenedioxy-1-(beta-hydroxyethyl)aminobenzene C1OC=2C=C(C=CC2O1)NCCO